OC(CC1=NNC(O1)=S)CNC1=CC=C(C=C1)C(C)(C)C 5-[2-hydroxy-3-(4-tert-butylphenylamino)propyl]-1,3,4-oxadiazole-2(3H)-thione